COC1=CC=C(C=C1)C1=NC(=NO1)C1=CC=C(C2=CC=CC=C12)CN1CC(C1)C(=O)O 1-((4-(5-(4-methoxyphenyl)-1,2,4-oxadiazol-3-yl)naphthalen-1-yl)methyl)azetidine-3-carboxylic acid